(2R,5S)-1-benzoyl-5-hydroxypiperidine-2-carboxylic acid C(C1=CC=CC=C1)(=O)N1[C@H](CC[C@@H](C1)O)C(=O)O